1-Chloro-2-methylpropyl (3R)-3-{[5-(2-chloro-5-cyanophenyl)-1-trityl-1H-indazol-3-yl]carbamoyl}piperidine-1-carboxylate ClC1=C(C=C(C=C1)C#N)C=1C=C2C(=NN(C2=CC1)C(C1=CC=CC=C1)(C1=CC=CC=C1)C1=CC=CC=C1)NC(=O)[C@H]1CN(CCC1)C(=O)OC(C(C)C)Cl